FC(CN1C(=NC2=NC=C(C=C21)C=2C=CN1N=C(N=CC12)NCC1(COC1)F)C)F 5-(1-(2,2-difluoroethyl)-2-methyl-1H-imidazo[4,5-b]pyridin-6-yl)-N-((3-fluorooxetan-3-yl)methyl)pyrrolo[2,1-f][1,2,4]triazin-2-amine